(3Z)-6-(octyloxymethoxy)-3-hexenylmagnesium chloride C(CCCCCCC)OCOCC\C=C/CC[Mg]Cl